C(C)C1CC(CCC1)CC 1,3-DIETHYL-CYCLOHEXANE